5-(benzyloxy)-4-chloro-6-(3-methoxyazetidin-1-yl)pyrimidine C(C1=CC=CC=C1)OC=1C(=NC=NC1N1CC(C1)OC)Cl